N-[(1S)-1-(2,4-difluorophenyl)ethyl]-2-(5-hydroxy-2,4-dioxo-1H-quinazolin-3-yl)propanamide FC1=C(C=CC(=C1)F)[C@H](C)NC(C(C)N1C(NC2=CC=CC(=C2C1=O)O)=O)=O